P(=O)(O)(O)OC[C@@H](N)CC1=CC=CC=C1 Phenylalaninol phosphate